O1CC[C@@H](C2=CC=CC=C12)NC(=O)C=1C=C(C=CC1)CN1C(N[C@](CC1=O)(C1=CC=CC=C1)CC1CC1)=[NH2+] [(4R)-1-[[3-[[(4S)-chroman-4-yl]carbamoyl]phenyl]methyl]-4-(cyclopropylmethyl)-6-oxo-4-phenyl-hexahydropyrimidin-2-ylidene]ammonium